2'-chloro-N-(5-(5-chloro-3-(1,1-difluoro-ethyl)picolinoyl)-5,6-dihydro-4H-pyrrolo[3,4-d]thiazol-2-yl)-5'-methoxy-6-methyl-[4,4'-bipyridine]-3-carboxamide ClC1=NC=C(C(=C1)C1=C(C=NC(=C1)C)C(=O)NC=1SC2=C(N1)CN(C2)C(C2=NC=C(C=C2C(C)(F)F)Cl)=O)OC